CSS(=O)(=O)C The molecule is a sulfonic acid derivative obtained by condensaton of methanesulfonic acid with methanethiol. It has a role as a metabolite. It derives from a methanesulfonic acid and a methanethiol.